N1=C(C=CC=C1)C1NC(CC2=C1NC1=CC=CC=C21)C(=O)OC methyl 1-(pyridin-2-yl)-2,3,4,9-tetrahydro-1H-pyrido[3,4-b]indole-3-carboxylate